BrC=1C=CC(=NC1)C1=C(C(=NO1)C)COC1OCCCC1 5-(5-bromopyridin-2-yl)-3-methyl-4-(((tetrahydro-2H-pyran-2-yl)oxy)methyl)Isoxazole